NC=1C=C(C=C2C=C(N=CC12)NC(=O)[C@H]1[C@H](C1)F)C1=CC(=NC=C1C)OC |r| (±)-cis-N-(8-amino-6-(2-methoxy-5-methylpyridin-4-yl)isoquinolin-3-yl)-2-fluorocyclopropanecarboxamide